6-(3-((1-(4-fluoro-3-methoxyphenyl)cyclopropyl)glycyl)-3,8-diazabicyclo[3.2.1]octan-8-yl)nicotinonitrile FC1=C(C=C(C=C1)C1(CC1)NCC(=O)N1CC2CCC(C1)N2C2=NC=C(C#N)C=C2)OC